C=CC=CCC#CC(C)=O 8-nonadiene-6-ynoaldehyde